1-(4-cyano-3-(trifluoromethyl)phenyl)-3-(4-ethoxy-3-(5-methyl-4-oxo-7-propyl-3,4-dihydroimidazo[5,1-f][1,2,4]triazin-2-yl)phenyl)thiourea C(#N)C1=C(C=C(C=C1)NC(=S)NC1=CC(=C(C=C1)OCC)C1=NN2C(C(N1)=O)=C(N=C2CCC)C)C(F)(F)F